stearyl-3-(3,5-di-tert-butyl-4-hydroxyphenyl)propionic acid amide C(CCCCCCCCCCCCCCCCC)C(C(=O)N)CC1=CC(=C(C(=C1)C(C)(C)C)O)C(C)(C)C